NC(/C=C/C1(C(CCC1)=O)C(=O)OCC)=O Ethyl (E)-1-(3-amino-3-oxoprop-1-en-1-yl)-2-oxocyclopentane-1-carboxylate